CS(=O)(=N)C1=CC=C(C=C1)[N+](=O)[O-] 1-(S-methylsulfonimidoyl)-4-nitrobenzene